3-(5-Fluoro-6'-(methyl-d3)-[3,4'-bipyridyl]-2'-yl)-5-(5-fluoropyridin-2-yl)-1,2,4-oxadiazole FC=1C=C(C=NC1)C1=CC(=NC(=C1)C([2H])([2H])[2H])C1=NOC(=N1)C1=NC=C(C=C1)F